C1(=CC=CC=C1)S(=O)(=O)C1=CC=C(C=C1)CCCCCCCC 1-(4-benzenesulfonyl-phenyl)-octane